3-(5-((trans)-2-aminocyclopropyl)pyridin-2-yl)-5-hydroxybenzonitrile N[C@H]1[C@@H](C1)C=1C=CC(=NC1)C=1C=C(C#N)C=C(C1)O